5,6-dihydro-4H-imidazo[1,5,4-de]quinoxalin-2(1H)-one N1C(N2CCNC=3C=CC=C1C23)=O